2-[2'-oxo-3-(2-tritylpyrazolo[4,3-b]pyridin-5-yl)oxy-spiro[cyclobutane-1,3'-pyrrolo[3,2-b]pyridine]-1'-yl]acetic acid O=C1C2(C3=NC=CC=C3N1CC(=O)O)CC(C2)OC=2C=CC=1C(N2)=CN(N1)C(C1=CC=CC=C1)(C1=CC=CC=C1)C1=CC=CC=C1